COC1=NC(=CC=C1NC(=O)C=1C(=NOC1C)C1=CC=CC=C1)C1=CC2=C(NC(OC2)=O)C=C1 (2-methoxy-6-(2-oxo-1,4-dihydro-2H-benzo[d][1,3]oxazin-6-yl)pyridin-3-yl)-5-methyl-3-phenylisoxazole-4-carboxamide